N-(3-chloro-4-fluorophenyl)-2-isopropyl-2,3-dihydrobenzo[d]isothiazole-4-carboxamide 1,1-dioxide ClC=1C=C(C=CC1F)NC(=O)C=1C=CC=C2C1CN(S2(=O)=O)C(C)C